tert-butyl (1R,5S)-3-(7-bromo-2,8-dichloro-6-iodoquinazolin-4-yl)-3,8-diazabicyclo[3.2.1]octane-8-carboxylate BrC1=C(C=C2C(=NC(=NC2=C1Cl)Cl)N1C[C@H]2CC[C@@H](C1)N2C(=O)OC(C)(C)C)I